(5-(6-((2R,6R)-2-(hydroxymethyl)-6-methylmorpholino)-1H-imidazo[4,5-c]pyridin-2-yl)-1H-pyrrol-3-yl)(2-(trifluoromethyl)phenyl)methanone OC[C@@H]1O[C@@H](CN(C1)C1=CC2=C(C=N1)N=C(N2)C2=CC(=CN2)C(=O)C2=C(C=CC=C2)C(F)(F)F)C